2-(Imidazo[1,2-a]pyridin-6-yl)-2-oxoacetic acid methyl ester COC(C(=O)C=1C=CC=2N(C1)C=CN2)=O